trans-3-amino-1-(2-(difluoromethyl)-2-methylcyclopropyl)pyridin-2(1H)-one hydrochloride Cl.NC=1C(N(C=CC1)[C@H]1[C@](C1)(C)C(F)F)=O